2-[(1R,6R)-6-isopropenyl-3-methylcyclohex-2-enyl]-5-pentylbenzene-1,3-diol C(=C)(C)[C@@H]1CCC(=C[C@H]1C1=C(C=C(C=C1O)CCCCC)O)C